ClC1=C(N=C(C=2CN3[C@@H](COC21)CNCC3)NC=3C(=NC=CC3C)C(C)C)C3=C2C=NNC2=CC=C3C (6aR)-4-chloro-N-(2-isopropyl-4-methylpyridin-3-yl)-3-(5-methyl-1H-indazol-4-yl)-6,6a,7,8,9,10-hexahydro-12H-pyrazino[2,1-c]pyrido[3,4-f][1,4]oxazepin-1-amine